NC1=NC(=NC(=N1)NC(C)(C)C1=NN(C=C1)C(F)F)C=1C=CC=2N(C1)C(=NC2)C#N 6-(4-amino-6-((2-(1-(difluoromethyl)-1H-pyrazol-3-yl)propan-2-yl)amino)-1,3,5-triazin-2-yl)imidazo[1,5-a]pyridine-3-carbonitrile